methyl ((2-amino-4-bromophenyl)sulfonyl)prolinate NC1=C(C=CC(=C1)Br)S(=O)(=O)N1[C@@H](CCC1)C(=O)OC